C1(CC1)N1C(NC(C1)=O)=O cyclopropylimidazolidine-2,4-dione